ClC1=C(C(=C(N=N1)OC1=C(C(=CC=C1)C1CC1)F)C(=O)O)C 6-chloro-3-(3-cyclopropyl-2-fluoro-phenoxy)-5-methyl-pyridazine-4-carboxylic acid